10-amino-2-(methoxymethyl)-2,7-dimethyl-1,2,3,4-tetrahydro-[1,4]oxazepino[2,3-c]quinolin-6(7H)-one NC1=CC=2C3=C(C(N(C2C=C1)C)=O)OCCC(N3)(C)COC